tert-butyl (S)-4-(5-bromopyrazin-2-yl)-2-methylpiperazine-1-carboxylate BrC=1N=CC(=NC1)N1C[C@@H](N(CC1)C(=O)OC(C)(C)C)C